methyl 4-((2,3-dimethylbenzyl)sulfonyl)-3-iodobenzoate Methyl-4-((2,3-dimethylbenzyl)thio)-3-iodobenzoate COC(C1=CC(=C(C=C1)SCC1=C(C(=CC=C1)C)C)I)=O.CC1=C(CS(=O)(=O)C2=C(C=C(C(=O)OC)C=C2)I)C=CC=C1C